ClC1=C(C(=CC(=C1)[N+](=O)[O-])Cl)Cl 1,2,3-trichloro-5-nitrobenzene